methyl 7-hydroxy-2H,3H,4H-pyrano[3,2-b]pyridine-6-carboxylate OC=1C=C2C(=NC1C(=O)OC)CCCO2